6,7-dihydroxy-3-oxo-2-((6-(piperidin-1-yl)naphthalen-2-yl)methylene)heptanenitrile OC(CCC(C(C#N)=CC1=CC2=CC=C(C=C2C=C1)N1CCCCC1)=O)CO